C1(=CC=CC=C1)[C@@H](C)N1C[C@H](CC1)C(=O)O (S)-1-((R)-1-phenylethyl)pyrrolidine-3-carboxylic acid